7-(1-isopropyl-1H-pyrazol-4-yl)-6-methylimidazo[1,2-b]pyridazine C(C)(C)N1N=CC(=C1)C1=CC=2N(N=C1C)C=CN2